C(C)(C)(C)C1=NN=C(O1)C(=O)N[C@@H]1CCCCC2=C1C=CC(=C2)C2=C1C(=NC=C2)N=C(N1)C1=NN(C(=C1)CC)C 5-tert-butyl-N-[(5R)-2-[2-(5-ethyl-1-methyl-1H-pyrazol-3-yl)-1H-imidazo[4,5-b]pyridin-7-yl]-6,7,8,9-tetrahydro-5H-benzo[7]annulen-5-yl]-1,3,4-oxadiazole-2-carboxamide